(R)-4-(1-((methylamino)methyl)isochroman-5-yl)benzonitrile hydrochloride Cl.CNC[C@@H]1OCCC2=C(C=CC=C12)C1=CC=C(C#N)C=C1